1,2-dimethyl-3-propyl-imidazole bromine salt [Br].CN1C(N(C=C1)CCC)C